3-((3-Bromo-7-chlorobenzo[d]isothiazol-6-yl)thio)propanoic acid methyl ester COC(CCSC1=C(C2=C(C(=NS2)Br)C=C1)Cl)=O